FC1CN(CCC1NC(C1=CC(=C(C=C1)NCC#C)OC)=O)C N-(3-fluoro-1-methylpiperidin-4-yl)-3-methoxy-4-(prop-2-yn-1-ylamino)benzamide